6-(4-cyanotetrahydro-2H-pyran-4-yl)quinoline-4-carboxylic acid C(#N)C1(CCOCC1)C=1C=C2C(=CC=NC2=CC1)C(=O)O